tert-butyl N-[3-[4-[2-(2,6-dioxo-3-piperidinyl)-1,3-dioxo-isoindol-5-yl] piperazin-1-yl] propyl]-N-methyl-carbamate O=C1NC(CCC1N1C(C2=CC=C(C=C2C1=O)N1CCN(CC1)CCCN(C(OC(C)(C)C)=O)C)=O)=O